C(#N)C=1C=CC(=C2C=CC=NC12)OC1CCC(CC1)NC(=O)C=1C=NC(=NC1)N1CCC(CC1)C=O N-((1r,4r)-4-((8-cyanoquinolin-5-yl)oxy)cyclohexyl)-2-(4-formylpiperidin-1-yl)pyrimidine-5-carboxamide